O1N=C(N=C1)C=1C(=NC=C(C1)C(F)(F)F)N1CCN(CC1)C(=O)C1CC(C1)N (4-(3-(1,2,4-oxadiazol-3-yl)-5-(trifluoromethyl)pyridin-2-yl)piperazine-1-yl)(3-aminocyclobutyl)methanone